(2'-Methoxy-4'-methyl-3,4,5,6-tetrahydro-2H-[1,3']bipyridinyl-4-yl)-{1-[4-nitro-1-(tetrahydropyran-2-yl)-1H-pyrazol-3-yl]-ethyl}-amine COC1=NC=CC(=C1N1CCC(CC1)NC(C)C1=NN(C=C1[N+](=O)[O-])C1OCCCC1)C